N1(CCNCC1)CC=1C=CC(=C(OCCC2=CC=C(C=C2)C=2C=CC=C3C=CN=CC23)C1)C1=CNC2=C1C=NC=C2 8-[4-[2-[5-(piperazin-1-ylmethyl)-2-(1H-pyrrolo[3,2-c]pyridin-3-yl)phenoxy]ethyl]phenyl]isoquinoline